(R)-1-methylbenzylamine C[C@@]1(CN)CC=CC=C1